C(C)(C)(C)OC(N(CCCCOC1=CC(=CC=C1)C1=NC(=NC=C1Cl)Cl)CC1=CC(=CC=C1)N)=O (3-aminobenzyl)(4-(3-(2,5-dichloropyrimidin-4-yl)phenoxy)butyl)carbamic acid tert-butyl ester